FC1=C(C(=CC=C1)C)N1CCC(CC1)N1C(N(C2=C(C1)N(N=C2)COCC[Si](C)(C)C)CC2=NC=CC=C2C(F)(F)F)=O 6-[1-(2-fluoro-6-methyl-phenyl)-piperidin-4-yl]-4-(3-trifluoromethyl-pyridin-2-ylmethyl)-1-(2-trimethylsilyl-ethoxymethyl)-1,4,6,7-tetrahydro-pyrazolo[4,3-d]pyrimidin-5-one